N-[(1R,3S)-3-{[6-chloro-2-(trifluoromethyl)quinolin-4-yl]amino}cyclohexyl]-4-(1,1-dioxo-1λ6-thiomorpholin-4-yl)benzamide ClC=1C=C2C(=CC(=NC2=CC1)C(F)(F)F)N[C@@H]1C[C@@H](CCC1)NC(C1=CC=C(C=C1)N1CCS(CC1)(=O)=O)=O